(2E)-3-[3-chloro-6-ethoxy-2-fluoro-5-(2-methyl-1,3-dioxolan-2-yl)phenyl]acrylic acid ethyl ester C(C)OC(\C=C\C1=C(C(=CC(=C1OCC)C1(OCCO1)C)Cl)F)=O